N-(2-(2-(2-(2-aminoethoxy)ethoxy)ethoxy)ethyl)-5-((6-((((3-(6-hydroxy-3-oxoisoindolin-1-yl)-1H-indol-2-yl)methyl)amino)methyl)-1H-indol-1-yl)methyl)thiophene-2-carboxamide NCCOCCOCCOCCNC(=O)C=1SC(=CC1)CN1C=CC2=CC=C(C=C12)CNCC=1NC2=CC=CC=C2C1C1NC(C2=CC=C(C=C12)O)=O